epsilon,epsilon-Carotene-3,3'-dione CC1(C)CC(C=C(C)C1\C=C\C(\C)=C\C=C\C(\C)=C\C=C\C=C(/C)\C=C\C=C(/C)\C=C\C1C(C)=CC(CC1(C)C)=O)=O